C[C@@]1(CCC2=C(CC1)C=C(C=C2)C2=CC=1C(N=C2)=NNC1C1=CC=C(C=C1)C=1OC=CN1)N1[C@@H](CCC1)C 2-(4-{5-[(7S)-7-Methyl-7-[(2R)-2-methylpyrrolidin-1-yl]-6,7,8,9-tetrahydro-5H-benzo[7]annulen-2-yl]-2H-pyrazolo[3,4-b]pyridin-3-yl}phenyl)-1,3-oxazole